D-glucopyranosyloxy-5'-sinapoyl-uridine C1([C@H](O)[C@@H](O)[C@H](O)[C@H](O1)CO)O[C@@]1([C@H](O)[C@H](O)[C@@H](C(O)C(\C=C\C2=CC(OC)=C(O)C(OC)=C2)=O)O1)N1C(=O)NC(=O)C=C1